COC1=CC=C(C(C(=O)OC)=C1)O methyl (5-methoxy)salicylate